C(C)NC(CCNC(=O)C=1N(C=C(C1)NC(=O)C=1N(C=C(C1)[N+](=O)[O-])C)C)=N N-(3-(ethylamino)-3-iminopropyl)-1-methyl-4-(1-methyl-4-nitro-1H-pyrrole-2-carboxamido)-1H-pyrrole-2-carboxamide